2-(4-((((2-(2,6-dioxopiperidin-3-yl)-7-fluoro-1-oxoisoindoline-5-yl)methyl)(methyl)amino)methyl)phenyl)-5-fluorobenzofuran-7-carboxamide O=C1NC(CCC1N1C(C2=C(C=C(C=C2C1)CN(C)CC1=CC=C(C=C1)C=1OC2=C(C1)C=C(C=C2C(=O)N)F)F)=O)=O